2-(2,6-dioxopiperidin-3-yl)-4-(((1-(1-(3,3,3-trifluoro-2,2-dimethylpropanoyl)piperidin-4-yl)-1H-pyrazol-4-yl)methyl)amino)isoindoline-1,3-dione O=C1NC(CCC1N1C(C2=CC=CC(=C2C1=O)NCC=1C=NN(C1)C1CCN(CC1)C(C(C(F)(F)F)(C)C)=O)=O)=O